C1(CCCC1)CC(=O)N1CCC(CC1)CN1[C@H]([C@H]([C@@H]([C@H](C1)O)O)O)CO 2-cyclopentyl-1-(4-(((2S,3R,4R,5S)-3,4,5-trihydroxy-2-(hydroxymethyl)piperidin-1-yl)methyl)piperidin-1-yl)ethanone